7-chloro-N-(4,6-dimethyl-5-(pyrrolidin-1-yl)pyrimidin-2-yl)-1-methyl-6-(pyrazolo[1,5-a]pyrazin-3-yloxy)-1H-imidazo[4,5-b]pyridin-2-amine ClC1=C2C(=NC=C1OC=1C=NN3C1C=NC=C3)N=C(N2C)NC2=NC(=C(C(=N2)C)N2CCCC2)C